N1=CN=C(C=C1)C=1C=C(C=CC1NC1=NC=C(C=C1)C(F)(F)F)C(C(=O)N)=C (3-(pyrimidin-4-yl)-4-((5-(trifluoromethyl)pyridin-2-yl)amino)phenyl)acrylamide